pentaerythritol tetra(bis-tert-butyl hydroxyhydrocinnamate) C(C)(C)(C)C(C(C(=O)OCC(COC(C(C(C1=CC=CC=C1)C(C)(C)C)(O)C(C)(C)C)=O)(COC(C(C(C1=CC=CC=C1)C(C)(C)C)(O)C(C)(C)C)=O)COC(C(C(C1=CC=CC=C1)C(C)(C)C)(O)C(C)(C)C)=O)(O)C(C)(C)C)C1=CC=CC=C1